CCCCCCCCCCCCCCCCCC(=O)NCNC(=O)CCCCCCCCCCCCCCCCC methylenebisstearamide